(S)-3-amino-N-1-carboxymethyl-2-oxo-5-phenyl-1,4-benzodiazepine N[C@@H]1C(N(C2=C(C(=N1)C1=CC=CC=C1)C=CC=C2)CC(=O)O)=O